(R)-4-(4-(3-(6-(8-(benzo[d]thiazol-2-ylcarbamoyl)-3,4-dihydroisoquinolin-2(1H)-yl)-2-(tert-butoxycarbonyl)pyridin-3-yl)-2-methylphenoxy)phenyl)-5,5,5-trifluoropentanoic acid S1C(=NC2=C1C=CC=C2)NC(=O)C=2C=CC=C1CCN(CC21)C2=CC=C(C(=N2)C(=O)OC(C)(C)C)C=2C(=C(OC1=CC=C(C=C1)[C@@H](CCC(=O)O)C(F)(F)F)C=CC2)C